C(C)N(C1=CC=C(C=C1)C(C1=C(C=CC(=C1)S(=O)(=O)[O-])S(=O)(=O)[O-])=C1C=CC(C=C1)=[N+](CC)CC)CC 2-[[4-(diethylamino)phenyl]-(4-diethylazaniumylidenecyclohexa-2,5-dien-1-ylidene)methyl]benzene-1,4-disulfonate